2-[(4-{5-[(4-chloro-2-fluorophenyl)methoxy]-1H-pyrazol-1-yl}piperidin-1-yl)methyl]-1-{[(2S)-oxetan-2-yl]methyl}-1H-benzimidazole-6-carboxylic acid ClC1=CC(=C(C=C1)COC1=CC=NN1C1CCN(CC1)CC1=NC2=C(N1C[C@H]1OCC1)C=C(C=C2)C(=O)O)F